(2-fluoro-ethoxy)-9H-carbazole FCCOC1=CC=CC=2C3=CC=CC=C3NC12